ClC1=C2CCCC(C2=CC(=C1)C)=O 5-chloro-7-methyl-3,4-dihydronaphthalen-1(2H)-one